S1C(=NC2=C1C=CC=C2)C(CC2=CC(=CC=C2)C(N)=N)NS(=O)(=O)C=2C=C(C=CC2)NC(CNC)=O N-[3-[[1-(1,3-benzothiazol-2-yl)-2-(3-carbamimidoylphenyl)ethyl]sulfamoyl]phenyl]-2-(methylamino)acetamide